ClC=1C(=C(C=CC1)C(=C)C1=NC(=NC(=C1C(=O)OCC)N(C)C)SC)F ethyl 4-[1-(3-chloro-2-fluorophenyl)ethenyl]-6-(dimethylamino)-2-(methylsulfanyl)pyrimidine-5-carboxylate